(2s,4s)-4-(N-((1s,4r)-4-methylcyclohexyl)trimethylacetamido)pyrrolidine-2-carboxylic acid methyl ester hydrochloride Cl.COC(=O)[C@H]1NC[C@H](C1)N(C(C(C)(C)C)=O)C1CCC(CC1)C